N-((1R,2R)-2-hydroxy-2,3-dihydro-1H-inden-1-yl)-4-(3-methyl-1-((2-(trimethylsilyl)ethoxy)methyl)-1H-pyrrolo[2,3-b]pyridin-4-yl)benzamide O[C@H]1[C@@H](C2=CC=CC=C2C1)NC(C1=CC=C(C=C1)C1=C2C(=NC=C1)N(C=C2C)COCC[Si](C)(C)C)=O